molybdenum compound with thioacetamide C(C)(=S)N.[Mo]